BrC=1C(=NC=CC1)CC1N(C(C2=CC=CC=C12)=O)CC1=CC=C(C=C1)O 3-((3-bromopyridin-2-yl)methyl)-2-(4-hydroxybenzyl)isoindolin-1-one